(PHENYL)METHANONE C1(=CC=CC=C1)C=O